3-(4-((4-(4-amino-3-(4-phenoxyphenyl)-1H-pyrazolo[3,4-d]pyrimidin-1-yl)piperidin-1-yl)methyl)-1-oxoisoindolin-2-yl)piperidine-2,6-dione NC1=C2C(=NC=N1)N(N=C2C2=CC=C(C=C2)OC2=CC=CC=C2)C2CCN(CC2)CC2=C1CN(C(C1=CC=C2)=O)C2C(NC(CC2)=O)=O